(6-(3-methyl-1H-pyrrolo[2,3-b]pyridin-5-yl)-8-[(R)-morpholin-3-yl]-3,4-dihydroisoquinolin-2(1H)-yl)-methanone CC1=CNC2=NC=C(C=C21)C=2C=C1CCN(CC1=C(C2)[C@H]2NCCOC2)C=O